C(C1=CC=CC=C1)NC=1C=2N(N=C(C1)NCC1=NC=C(N=C1)C)C(=NN2)C(C)C N8-benzyl-3-isopropyl-N6-[(5-methylpyrazin-2-yl)methyl]-[1,2,4]triazolo[4,3-b]pyridazine-6,8-diamine